FC(C(C)(O[Si](CC)(CC)CC)C)(F)C=1C(=C(C=CC1)[C@@H](C)NC=1C2=C(N=C(N1)C)N=C(C(=C2)N2S(CCC2)(=O)=O)C)F 2-(4-{[(1R)-1-(3-{1,1-difluoro-2-methyl-2-[(triethylsilyl)oxy]propyl}-2-fluorophenyl)ethyl]amino}-2,7-dimethylpyrido[2,3-d]pyrimidin-6-yl)-1lambda6,2-thiazolidine-1,1-dione